4-((5-bromopyrimidin-2-yl)oxy)piperidine BrC=1C=NC(=NC1)OC1CCNCC1